NC1=C2N(C(N(C2=NC=N1)[C@H]1CN(CC1)C(=O)OC(C)(C)C)=O)C1=CC=C(C=C1)OC1=CC=CC=C1 tert-butyl (3R)-3-[6-amino-8-oxo-7-(4-phenoxyphenyl)-7,8-dihydro-9H-purin-9-yl]pyrrolidine-1-carboxylate